6-Bromo-8-cyclopentyl-2-[5-(piperazine-1-carbonyl)-pyridin-2-ylamino]-8H-pyrido[2,3-d]pyrimidin-7-one BrC1=CC2=C(N=C(N=C2)NC2=NC=C(C=C2)C(=O)N2CCNCC2)N(C1=O)C1CCCC1